4'-(1,1,1,3,3,3-hexafluoro-2-hydroxypropane-2-yl)-2'-(trifluoromethyl)-[1,1'-biphenyl]-4-Formaldehyde FC(C(C(F)(F)F)(O)C1=CC(=C(C=C1)C1=CC=C(C=C1)C=O)C(F)(F)F)(F)F